2-Aminobenzanilid NC1=C(C(=O)NC2=CC=CC=C2)C=CC=C1